C(#N)CC(=O)OC(=O)C=1C(=CC=CC1)C toluoyl cyanoacetate